N1N=NC2=C1C=CC=C2C2=CC=CC=C2COC2=NNC=C2 3-(benzotriazolebenzyloxy)pyrazole